O[C@]1(CN(CC1)C[C@@H](C)NC(OCC1=CC=CC=C1)=O)C |o1:1,7| benzyl ((R or S)-1-((R or S)-3-hydroxy-3-methylpyrrolidin-1-yl)propan-2-yl)carbamate